1-(1-(1-(thiophen-2-ylsulfonyl)pyrrolidin-3-yl)-1,6-dihydroimidazo[4,5-d]pyrrolo[2,3-b]pyridin-2-yl)ethanol S1C(=CC=C1)S(=O)(=O)N1CC(CC1)N1C(=NC=2C1=C1C(=NC2)NC=C1)C(C)O